6-[2-amino-9-[(4-amino-2,6-difluoro-phenyl)methyl]purin-6-yl]pyridine-2-carbonitrile NC1=NC(=C2N=CN(C2=N1)CC1=C(C=C(C=C1F)N)F)C1=CC=CC(=N1)C#N